5-Cinnamylamino-3-methylbenzofuran-2-carboxylic acid C(C=CC1=CC=CC=C1)NC=1C=CC2=C(C(=C(O2)C(=O)O)C)C1